S1C(=NC2=C1C=CC=C2)C(=O)N2[C@@H]([C@H]1C([C@H]1C2)(C)C)C(=O)O (1R,2S,5S)-3-(1,3-benzothiazole-2-carbonyl)-6,6-dimethyl-3-azabicyclo[3.1.0]hexane-2-carboxylic acid